4-Amino-N-[5-(2-chloro-6-methyl-4-pyridyl)-4-(3-cyanophenyl)thiazol-2-yl]-4-methylpiperidin-1-carboxamid NC1(CCN(CC1)C(=O)NC=1SC(=C(N1)C1=CC(=CC=C1)C#N)C1=CC(=NC(=C1)C)Cl)C